FC=1C=C(OC2=CC=C3CCN(CC3=C2)C(=O)C2CN(C2)C(C=C)=O)C=CC1C(F)(F)F 1-(3-(7-(3-fluoro-4-(trifluoromethyl)phenoxy)-1,2,3,4-tetrahydro-isoquinoline-2-carbonyl)azetidin-1-yl)prop-2-en-1-one